5-benzyl-N-(4-(5-(3-cyanopropoxy)-2-methylphenyl)pyridin-2-yl)-4H-1,2,4-triazole-3-carboxamide C(C1=CC=CC=C1)C=1NC(=NN1)C(=O)NC1=NC=CC(=C1)C1=C(C=CC(=C1)OCCCC#N)C